Pyridin-5-ylboronic acid N1=CC=CC(=C1)B(O)O